O1C(CCCC1)O[C@@H](C)C=1N(C=CN1)C=C1NOC(=C1)C1=CC=C(C=C1)C#CC1=CC=C(CNC2CS(CC2)(=O)=O)C=C1 3-((4-((4-(3-((2-((1S)-1-((tetrahydro-2H-pyran-2-yl)oxy)ethyl)-1H-imidazol-1-yl)methyl-yl)isoxazol-5-yl)phenyl)ethynyl)benzyl)amino)tetrahydrothiophene 1,1-dioxide